S1C=CC=2NC[C@H](CCC21)NC(OC(C)(C)C)=O |o1:6| tert-butyl (S)- or (R)-(5,6,7,8-tetrahydro-4H-thieno[3,2-b]azepin-6-yl)carbamate